1-(2-Oxo-1-Phenyl-2-(4-Phenylpiperazin-1-yl)Ethyl)Pyrrolidine-2,5-Dione O=C(C(C1=CC=CC=C1)N1C(CCC1=O)=O)N1CCN(CC1)C1=CC=CC=C1